BrC=1C(=NC(=CC1)C)N1CCC(CC1)C1=NN=C(O1)N 5-(1-(3-bromo-6-methylpyridin-2-yl)piperidin-4-yl)-1,3,4-oxadiazol-2-amine